(2-((4-Bromo-2-methylphenyl)sulfonylamino)-3-methylphenyl)carbamic acid tert-butyl ester C(C)(C)(C)OC(NC1=C(C(=CC=C1)C)NS(=O)(=O)C1=C(C=C(C=C1)Br)C)=O